(rac)-N-[(3R,4S)-3-fluoro-1-(propan-2-yl)piperidin-4-yl]-2-{3-[(4-methanesulfonyl-2-methoxyphenyl)amino]prop-1-yn-1-yl}-1-(2,2,2-trifluoroethyl)-1H-indol-4-amine F[C@@H]1CN(CC[C@@H]1NC=1C=2C=C(N(C2C=CC1)CC(F)(F)F)C#CCNC1=C(C=C(C=C1)S(=O)(=O)C)OC)C(C)C |r|